C1(CCCC1)C1=NN=C2N1C=C(C=C2)C2=CC=C(C=C2)S(=O)(=O)N2CCC(CC2)NC2=CC=C(C=C2)OC(F)(F)F 1-(4-{3-cyclopentyl-[1,2,4]triazolo[4,3-a]pyridin-6-yl}benzenesulfonyl)-N-[4-(trifluoromethoxy)phenyl]piperidin-4-amine